6-(4-((2,6-diazaspiro[3.4]oct-6-yl)methyl)benzyl)-2-amino-4-(butylamino)pyrimidine C1NCC12CN(CC2)CC2=CC=C(CC1=CC(=NC(=N1)N)NCCCC)C=C2